N-propyl-1,3,5-triazin-2-amine C(CC)NC1=NC=NC=N1